5-amino-3-(4-chloro-2,3-difluoro-phenyl)-1-cyclopentyl-pyrazole-4-carbonitrile NC1=C(C(=NN1C1CCCC1)C1=C(C(=C(C=C1)Cl)F)F)C#N